tert-butyl 4-(1-{[(2-ethoxy-2-oxoethyl)(methyl)carbamoyl]methyl}-5'-fluoro-1'-methyl-[4,6'-biindazol]-3-yl)piperidine-1-carboxylate C(C)OC(CN(C(=O)CN1N=C(C=2C(=CC=CC12)C1=C(C=C2C=NN(C2=C1)C)F)C1CCN(CC1)C(=O)OC(C)(C)C)C)=O